F[C@@H]1[C@@H](C1)NC(=O)C1=CN=C2N1N=C(C=C2NC)N2CCC1=C(C=CC=C21)C2=CC=C(C=N2)C(=O)N2CCN(CC2)C(=O)OC(C)(C)C Tert-butyl 4-{6-[1-(3-{[(1R,2S)-2-fluorocyclopropyl]carbamoyl}-8-(methylamino)imidazo[1,2-b]pyridazin-6-yl)-2,3-dihydroindol-4-yl]pyridine-3-carbonyl}piperazine-1-carboxylate